C1(CCCCC1)C1=C(OC2(CC2)C(=O)N)C=C(C=C1)C 1-(2-cyclohexyl-5-methylphenoxy)cyclopropanecarboxamide